CC1=C(C=C2C=C(N=CC2=C1)NC(=O)[C@H]1[C@@H](C1)C=1C=NN(C1C(F)(F)F)C)N1CCN(CC1)[C@@]1(COCC1)C (1R,2R)-N-[7-methyl-6-[4-((S)-3-methyltetrahydrofuran-3-yl)piperazin-1-yl]-3-isoquinolinyl]-2-[1-methyl-5-(trifluoromethyl)pyrazol-4-yl]cyclopropanecarboxamide